methyl 3-methyl-5-(4,4,5,5-tetramethyl-1,3,2-dioxaborolan-2-yl)benzoate CC=1C=C(C(=O)OC)C=C(C1)B1OC(C(O1)(C)C)(C)C